ClC1=NC(=CC(=N1)N1N=NC2=C1C=CC(=C2)OC)Cl 1-(2,6-dichloropyrimidin-4-yl)5-Methoxy-1,2,3-benzotriazole